FC=1C=C(C=CC1OC1=NC=CC(=N1)C)C=1C(=NC(=NC1)NC=1C=NN(C1)C)C1=CC=C(C=C1)C=CC(=O)[NH-] N-(4-(5-(3-Fluoro-4-((4-methylpyrimidin-2-yl)oxy)phenyl)-2-((1-methyl-1H-pyrazol-4-yl)amino)pyrimidin-4-yl)phenyl)acryloylamide